(6aR,9R)-N,N-bis(ethyl-d5)-7-methyl-4,6,6a,7,8,9-hexahydroindolo[4,3-fg]quinoline-9-carboxamide-5-d C(C([2H])([2H])[2H])(N(C(=O)[C@H]1CN([C@@H]2CC=3C4=C(C2=C1)C=CC=C4NC3[2H])C)C(C([2H])([2H])[2H])([2H])[2H])([2H])[2H]